6-(5-fluoro-2-methyl-4-(1H-1,2,4-triazol-3-yl)phenyl)-4-(tetrahydro-2H-pyran-4-yl)-3,4-dihydropyrazino[2,3-b]pyrazin-2(1H)-one FC=1C(=CC(=C(C1)C=1N=C2C(=NC1)NC(CN2C2CCOCC2)=O)C)C2=NNC=N2